O=C1NC(CCC1N1CC2=C(C=C(C=C2C1=O)OC(N(C1=CC(=C(C=C1)F)OC(F)F)C)=O)OC)=O (2-(2,6-dioxopiperidin-3-yl)-7-methoxy-3-oxoisoindolin-5-yl)methyl(3-(difluoromethoxy)-4-fluorophenyl)carbamate